(5-{3-Amino-5-[4-(trifluoromethoxy)benzene-1-sulfonyl]pyridin-2-yl}-1,3,4-oxadiazol-2-yl)methyl (2S)-2-amino-3-methylbutanoate N[C@H](C(=O)OCC=1OC(=NN1)C1=NC=C(C=C1N)S(=O)(=O)C1=CC=C(C=C1)OC(F)(F)F)C(C)C